hexamethylenediamine triflate OS(=O)(=O)C(F)(F)F.NCCCCCCN